1,2-di(3-pyridylmethylamino)ethane N1=CC(=CC=C1)CNCCNCC=1C=NC=CC1